Cl.CN(CC\C=C\1/C2=C(OCC3=C1C=CC=C3)C=CC(=C2)CC(=O)O)C (Z)-11-[3-(dimethylamino)propylidene]-6,11-dihydrodibenz[b,e]oxepin-2-acetic acid hydrochloride